[N+]12(CCN(CC1)CC2)C2=NC(=C(C1=CC=C(C=C21)OCC2=CC=CC=C2)C2=CC(=C(C=C2)F)C)C(C)C 1-(4-aza-1-azoniabicyclo[2.2.2]oct-1-yl)-7-benzyloxy-4-(4-fluoro-3-methyl-phenyl)-3-isopropyl-isoquinoline